C(C)(C)(C)OC(=O)N1CC=2NC(=NC2C1)C1=NN(C2=CC=C(C=C12)CC1=CC(=CC(=C1)F)F)C1OCCCC1.C(C(=C)C)(=O)OCCC[Si](OCC)(C)C 3-(methacryloyloxy)propyldimethylethoxysilane tert-butyl-2-(5-(3,5-difluorobenzyl)-1-(tetrahydro-2H-pyran-2-yl)-1H-indazol-3-yl)-4,6-dihydropyrrolo[3,4-d]imidazole-5(1H)-carboxylate